C(C)N(C(=O)C=1C=NN(C1)CC=1SC(=CC1)C1=NOC(=N1)C(F)(F)F)C N-ethyl-N-methyl-1-[[5-[5-(trifluoromethyl)-1,2,4-oxadiazol-3-yl]-2-thienyl]methyl]pyrazole-4-carboxamide